ClC=1C=NC2=C(C1)NC(=N2)C(C)C=2C=C1CCCNC1=CC2 6-(1-(6-chloro-1H-imidazo[4,5]pyridin-2-yl)ethyl)-1,2,3,4-tetrahydroquinoline